CSC1=C(C=CC(=C1)C(=C)C)C(=C)C 2-methylsulfanyl-1,4-diisopropenylbenzene